FC1CC(C1)N1N=CC(=C1)C=O 1-(3-fluorocyclobutyl)-1H-pyrazole-4-carbaldehyde